The molecule is a spirostanyl glycoside that is isolated from Ophiopogon japonicus and exhibits antioxidant properties. It has a role as an antioxidant and a plant metabolite. It is a monosaccharide derivative, a spirostanyl glycoside, a spiroketal, an alpha-L-rhamnoside, a beta-D-fucoside, a hexacyclic triterpenoid and a triterpenoid saponin. It derives from a hydride of a spirostan. C[C@H]1CC[C@@]2([C@H]([C@H]3[C@@H](O2)C[C@@H]4[C@@]3(CC[C@H]5[C@H]4CC=C6[C@@]5([C@@H](C[C@@H](C6)O[C@H]7[C@@H]([C@H]([C@H]([C@H](O7)C)O)O)O)O[C@H]8[C@@H]([C@@H]([C@H]([C@@H](O8)C)O)O)O)C)C)C)OC1